3-(6-Bromopyridin-2-yl)-5,6-dihydro-[1,2,4]triazolo[4,3-a]pyrazine-7(8H)-carboxylic acid tert-butyl ester C(C)(C)(C)OC(=O)N1CC=2N(CC1)C(=NN2)C2=NC(=CC=C2)Br